ClC=1C=C2C(=CNC(C2=CN1)=O)C(C)(C)NC(OC(C)(C)C)=O Tert-butyl (2-(6-chloro-1-oxo-1,2-dihydro-2,7-naphthyridin-4-yl)propan-2-yl)carbamate